BrC=1C=C2C(=NC1)NC=C2C(=O)O 5-Bromo-1H-pyrrolo[2,3-b]pyridine-3-carboxylic acid